5-fluoro-3-((2R,4S)-4-fluoropyrrolidin-2-yl)pyridin-2(1H)-one FC=1C=C(C(NC1)=O)[C@@H]1NC[C@H](C1)F